ClC1=CC(=NC=C1)[C@H](C)OC(C1=CC=C(C=C1)[N+](=O)[O-])=O.NC1=C2C([C@]3([C@](OC4=C3C=CC(=C4)C(C)C)(C2=CC=C1)O)NC(C)=O)=O N-((4bR,9bR)-1-amino-4b-hydroxy-7-isopropyl-10-oxo-4b,10-dihydro-9bH-indeno[1,2-b]benzofuran-9b-yl)acetamide (S)-1-(4-chloropyridin-2-yl)ethyl-4-nitrobenzoate